(cis)-3-[3-fluoro-5-(4,4,5,5-tetramethyl-1,3,2-dioxaborolan-2-yl)-7-(trifluoromethyl)-1H-indazol-1-yl]-1-methylcyclobutanol FC1=NN(C2=C(C=C(C=C12)B1OC(C(O1)(C)C)(C)C)C(F)(F)F)C1CC(C1)(O)C